(S)-N-((S)-1-(benzofuran-6-yl)propan-2-yl)-N,2-dimethylpropane-2-sulfinamide O1C=CC2=C1C=C(C=C2)C[C@H](C)N([S@@](=O)C(C)(C)C)C